COC=1C=C(CN(C=2C=C(CN3C(CNC(C3)=O)=O)C=CC2)CC2=CC=C3C=CC=NC3=C2)C=CC1 1-(3-((3-methoxybenzyl)(quinolin-7-ylmethyl)amino)benzyl)piperazine-2,5-dione